C(CCCCCCCCC)(=O)OCC(OC(CCCCCCCCC)=O)COC(CCCCCCCCC)=O glycerol tri-(decanoate)